3-chloro-4-((4-(1,1-difluoro-ethyl)-1-((2,4-dimethyl-6-oxo-1,6-dihydropyrimidin-5-yl)methyl)-6-oxo-1,6-dihydropyrimidin-5-yl)oxy)-5-methylbenzonitrile ClC=1C=C(C#N)C=C(C1OC1=C(N=CN(C1=O)CC1=C(N=C(NC1=O)C)C)C(C)(F)F)C